C1(CC1)NC(CN(C)C1=CC(=C(C=C1)C=O)C)=O N-CYCLOPROPYL-2-[(4-FORMYL-3-METHYLPHENYL)(METHYL)AMINO]ACETAMIDE